C1(=CC=CC=C1)N(C(=O)[C@@H]1NC(OC1)=O)O (4R)-N-phenyl-N-hydroxy-2-oxo-oxazolidine-4-carboxamide